sodium dodecyl-molybdenum phosphate P(=O)([O-])([O-])[O-].C(CCCCCCCCCCC)[Mo+3].[Na+]